CO[C@@H]1CC[C@H](CC1)NC(=O)C=1C=NN2C1C=C(C=C2)C2=CNC=1N=CN=CC12 N-(trans-4-methoxycyclohexyl)-5-(7H-pyrrolo[2,3-d]pyrimidin-5-yl)pyrazolo[1,5-a]pyridine-3-carboxamide